[Na+].CN1C(C(C(C(=C1)C)=O)NC(N[C@@H](CC(=O)[O-])C=1C=C(C=CC1F)C1=CC=CC=C1)=O)=O (S)-3-(3-(1,5-dimethyl-4-oxo-2-oxo-1,2-dihydropyridin-3-yl)ureido)-3-(4-fluorobiphenyl-3-yl)propanoic acid sodium salt